CC1=NN2C(C(=NC=C2)NC23CC(C2)(C3)N)=C1 N1-(2-methylpyrazolo[1,5-a]pyrazin-4-yl)bicyclo[1.1.1]pentane-1,3-diamine